N1=C(C=CC=C1)CNCC1=CC=C(C=C1)CN(C([C@@H](N)C)=O)C1CCCC=2C=CC=NC12 N-[[4-[[(2-pyridylmethyl)amino]methyl]phenyl]methyl]-N-(5,6,7,8-tetrahydro-8-quinolinyl)-(L)-alaninamide